ClC=1C(=NC(=NC1)NC=1C=C2C(=NNC2=CC1)C=1C(=NC=CC1)F)NC1=C(C=CC=C1)P(C)(C)=O (2-((5-Chloro-2-((3-(2-fluoropyridin-3-yl)-1H-indazol-5-yl)amino)pyrimidin-4-yl)amino)phenyl)dimethyl-phosphine oxide